OC1=NC(=CC(=C1C#N)C)C 2-hydroxy-4,6-dimethylpyridine-3-carbonitrile